N-(benzenesulfonyl)-2-chloro-6-[3-[dideuterio-(2,2,3,3-tetramethylcyclopropyl)methoxy]Pyrazol-1-yl]Pyridine-3-carboxamide C1(=CC=CC=C1)S(=O)(=O)NC(=O)C=1C(=NC(=CC1)N1N=C(C=C1)OC(C1C(C1(C)C)(C)C)([2H])[2H])Cl